2-[2,3-Bis(benzyloxy)-4-methoxymethoxyphenyl]-4,4,5,5-tetramethyl-1,3,2-dioxaborolane C(C1=CC=CC=C1)OC1=C(C=CC(=C1OCC1=CC=CC=C1)OCOC)B1OC(C(O1)(C)C)(C)C